CN1N=CC=C1C(F)(F)F 1-methyl-5-(trifluoromethyl)pyrazol